C(C1=CC=CC=C1)OC(=O)N1CCC(CC1)COC(N(C)CC=1C=NC(=CC1)OC)=O 4-(((((6-methoxypyridin-3-yl)methyl)(methyl)carbamoyl)oxy)methyl)piperidine-1-carboxylic acid benzyl ester